C(C)OC(CC1=C(C=C(C=C1)CNC(C)=O)OCC=1C=C(C2=C(C=CO2)C1)Br)=O 2-(4-(acetamidomethyl)-2-((7-bromobenzofuran-5-yl)methoxy)phenyl)acetic acid ethyl ester